FC1(C(CNCC1)\C=C\C1=CC=CC=C1)F (E)-4,4-difluoro-3-phenylvinylpiperidine